tin telluride selenide [Sn](=[Te])=[Se]